CC1C=NC(=CC1)C1=CC=2N(C=C1)C=C(N2)C2CCN(CC2)C 3-methyl-6-(2-(1-methylpiperidin-4-yl)imidazo[1,2-a]pyridin-7-yl)-3,4-dihydropyridine